CC([C@@H](C(=O)N1[C@@H]([C@H]2C([C@H]2C1)(C)C)C(=O)OC)NC(CC1CCOCC1)=O)(C)C methyl (1R,2S,5S)-3-[(2S)-3,3-dimethyl-2-[(2-tetrahydropyran-4-ylacetyl)amino]butanoyl]-6,6-dimethyl-3-azabicyclo[3.1.0]hexane-2-carboxylate